1-(2-Aminoethyl)-N-(3-chloro-1H-indol-7-yl)pyrazol-4-sulfonamid NCCN1N=CC(=C1)S(=O)(=O)NC=1C=CC=C2C(=CNC12)Cl